2-(2,6-dioxopiperidin-3-yl)-5-(3-((1-(2-(4-(1,2-diphenylbut-1-en-1-yl)phenoxy)ethyl)piperidin-4-yl)methyl)-3,6-diazabicyclo[3.1.1]heptan-6-yl)isoindoline-1,3-dione O=C1NC(CCC1N1C(C2=CC=C(C=C2C1=O)N1C2CN(CC1C2)CC2CCN(CC2)CCOC2=CC=C(C=C2)C(=C(CC)C2=CC=CC=C2)C2=CC=CC=C2)=O)=O